ClC=1C=C(C=CC1F)NC(N(CC1=NN=C2N1CCCCC2)C2=CC=C(C=C2)N(C)C)=O (3-chloro-4-fluorophenyl)-1-(4-(dimethylamino)phenyl)-1-((6,7,8,9-tetrahydro-5H-[1,2,4]triazolo[4,3-a]azepin-3-yl)methyl)urea